C(CCCCCC)C(C(=O)OCC(OC(C(CCCCCCCCC)CCCCCCC)=O)COC(C(CCCCCCCCC)CCCCCCC)=O)CCCCCCCCC glycerol tri(2-heptyl undecanoate)